tert-butyl 4-(4-bromo-5-methyl-1H-1,2,3-triazol-1-yl)piperidine-1-carboxylate BrC=1N=NN(C1C)C1CCN(CC1)C(=O)OC(C)(C)C